dimethyl 4-bromo-1-methyl-3-oxo-5,7-dihydro-2H-cyclopenta[c]pyridine-6,6-dicarboxylate BrC1=C2C(=C(NC1=O)C)CC(C2)(C(=O)OC)C(=O)OC